FC=1C=C2CCN(CC2=CC1NC1=NC=C(C(=N1)NC1=C(C=CC=C1C(F)(F)F)F)C(=O)N)C 2-[(6-fluoro-2-methyl-1,2,3,4-tetrahydroisoquinolin-7-yl)amino]-4-{[2-fluoro-6-(trifluoromethyl)phenyl]amino}pyrimidine-5-carboxamide